N1=CC=C(C=C1)C1=CN=C2N1COC1=C2C=NC=C1 3-(pyridin-4-yl)-5H-imidazo[1,2-c]pyrido[3,4-e][1,3]oxazine